[Si](C1=CC=CC=C1)(C1=CC=CC=C1)(C(C)(C)C)OC[C@@H]1[C@H](C1)CO |r| rac-((1S,2S)-2-(((tert-butyldiphenylsilyl)oxy)methyl)cyclopropyl)methanol